NC1CS(CC(C1)N)(=O)=O 3,5-diaminotetrahydro-2H-thiopyran 1,1-dioxide